N-(1-(methylsulfonyl)piperidin-3-yl)-2-(6-phenylisoquinolin-3-yl)acetamide CS(=O)(=O)N1CC(CCC1)NC(CC=1N=CC2=CC=C(C=C2C1)C1=CC=CC=C1)=O